3,3',3'',3'''-(((methylazanediyl) bis(propane-3,1-diyl))bis(azanetriyl))tetrapropionate CN(CCCN(CCC(=O)[O-])CCC(=O)[O-])CCCN(CCC(=O)[O-])CCC(=O)[O-]